CC=1C(=C2C=NN(C2=CC1)C1OCCCC1)C1CCCC2=C(N=C(N=C2OS(=O)(=O)C(F)(F)F)SC)C1 trifluoromethanesulfonic acid 8-(5-methyl-1-(tetrahydro-2H-pyran-2-yl)-1H-indazol-4-yl)-2-(methylthio)-6,7,8,9-tetrahydro-5H-cyclohepta[d]Pyrimidin-4-yl ester